2,4-dimethoxy-1-vinyl-benzene COC1=C(C=CC(=C1)OC)C=C